O1C2=C(C=C1)C(=O)OCCOC2=O ethylene furandicarboxylate